7-(5-cyclopropylpyrimidin-2-yl)-6-fluoro-3-[(4S)-4-[[6-oxo-5-(trifluoromethyl)-1H-pyridazin-4-yl]amino]pentyl]quinazolin-4-one C1(CC1)C=1C=NC(=NC1)C1=C(C=C2C(N(C=NC2=C1)CCC[C@H](C)NC=1C=NNC(C1C(F)(F)F)=O)=O)F